1,2-di-β-octadecenyl-sn-glycero-3-phosphocholine C(C=CCCCCCCCCCCCCCCC)OC[C@@H](OCC=CCCCCCCCCCCCCCCC)COP(=O)([O-])OCC[N+](C)(C)C